1-(1-acetyl-7-fluoro-4-isopropyl-2-(o-tolyl)-1,2,3,4-tetrahydroquinolin-6-yl)-3-((benzyloxy)methyl)-4-ethyl-1H-1,2,4-triazol-5(4H)-one C(C)(=O)N1C(CC(C2=CC(=C(C=C12)F)N1N=C(N(C1=O)CC)COCC1=CC=CC=C1)C(C)C)C1=C(C=CC=C1)C